FC1=C(C=CC(=C1)OC(F)(F)F)NC1=NC=CC2=CC(=C(C=C12)OC)OC N-(2-fluoro-4-(trifluoromethoxy)phenyl)-6,7-dimethoxyisoquinolin-1-amine